CCCCCC(C)C[C@H]1CO[C@@H](N[C@@H]1C(=O)OC)C2=CC=CN2 The molecule is an oxazinane alkaloid that is methyl (4S)-1,3-oxazinane-4-carboxylate substituted by a (1H-pyrrol-2-yl group at position 2 and a 2-methylheptyl group at position 5. Isolated from Celastrus angulatus, it exhibits cytotoxic activity. It has a role as a metabolite and an antineoplastic agent. It is a member of pyrroles, an alkaloid, an oxazinane and a methyl ester.